2-Isopropenyl-5-ethyl-2-oxazoline C(=C)(C)C=1OC(CN1)CC